4-[(3R,4S)-3-Cyclohexa-2,4-dien-1-yl-7-methoxy-2,2-dimethyl-3,4-dihydrochromen-4-yl]cyclohexa-1,5-dien-1-ol C1(C=CC=CC1)[C@H]1C(OC2=CC(=CC=C2[C@H]1C1CC=C(C=C1)O)OC)(C)C